Cl.Cl.ClC=1C=CC(=NC1)C=1N=C2N(C=CC=C2)C1CN1CC2CCC(C1)N2 3-{[2-(5-Chloropyridin-2-yl)imidazo[1,2-a]pyridin-3-yl]methyl}-3,8-diazabicyclo[3.2.1]octan-Dihydrochlorid